4-(2-Methyl-3,4-dihydro-2H-benzo[b][1,4]oxazin-6-yl)-5-(2-methylpyridin-4-yl)-1H-imidazol-2-amine CC1CNC2=C(O1)C=CC(=C2)C=2N=C(NC2C2=CC(=NC=C2)C)N